CC=1C=C(C2=C(N=C(O2)NC(=O)C23CC4(CC(CC(C2)C4)(C3)C)C)C1)C N-(5,7-dimethyl-1,3-benzoxazol-2-yl)-3,5-dimethyladamantane-1-carboxamide